FC(OC1=NN(C=C1F)C1=NC2=CC(=NC=C2C=C1)CN)F [2-[3-(difluoromethoxy)-4-fluoropyrazol-1-yl]-1,6-naphthyridin-7-yl]methanamine